tert-butyl (3R)-3-(2-iodo-1-methyl-imidazo[4,5-b]pyrazin-5-yl)oxypyrrolidine-1-carboxylate IC1=NC=2C(=NC=C(N2)O[C@H]2CN(CC2)C(=O)OC(C)(C)C)N1C